S(N)(O)(=O)=O.OCCN(CCN(CC(C)O)CCO)CCO N,N,N'-tris(2-hydroxyethyl)-N'-(2-hydroxypropyl) ethylenediamine sulfamate